BrC=1C(NC(N(N1)CF)=O)=O 6-bromo-2-(fluoromethyl)-1,2,4-triazine-3,5(2H,4H)-dione